N-(3-(N-(tert-butyl)sulfamoyl)phenyl)-4-(1,2-dihydroxypropan-2-yl)-2-(6-azaspiro[2.5]octan-6-yl)benzamide C(C)(C)(C)NS(=O)(=O)C=1C=C(C=CC1)NC(C1=C(C=C(C=C1)C(CO)(C)O)N1CCC2(CC2)CC1)=O